C1(CC1)C1=NOC(=N1)C1=CC=C(C=C1)[C@H](C)NC1=NC(=NC(=C1)C)C N-[(1S)-1-[4-(3-cyclopropyl-1,2,4-oxadiazol-5-yl)phenyl]ethyl]-2,6-dimethyl-pyrimidin-4-amine